O=S1(NC(C2=C1C=C(C=C2)CN2C(C1=CC=CC=C1C2=O)=O)=O)=O 2-(1,1-dioxo-1,2-benzothiazol-3-on-6-ylmethyl)-1H-isoindole-1,3-dione